3-[4-[6-(1-hydroxy-1-methyl-ethyl)-7-(2-trimethylsilylethoxymethyl)pyrrolo[2,3-d]pyrimidin-4-yl]oxynorbornan-1-yl]-1-[5-(trifluoromethyl)-3-pyridyl]imidazolidine-2,4-dione OC(C)(C)C1=CC2=C(N=CN=C2OC23CCC(CC2)(C3)N3C(N(CC3=O)C=3C=NC=C(C3)C(F)(F)F)=O)N1COCC[Si](C)(C)C